(2-(4'-cyano-2'-(1-(2-methyl-6-morpholinopyrimidin-4-yl)cyclopropyl)-[1,1'-bi-Benzene]-4-yl)ethyl)carbamic acid tert-butyl ester C(C)(C)(C)OC(NCCC1=CC=C(C=C1)C1=C(C=C(C=C1)C#N)C1(CC1)C1=NC(=NC(=C1)N1CCOCC1)C)=O